CC1CN(CC(O1)C)C(=O)C=1C=C2C(=NC1)N(C=C2)C=2C=CC(=NC2)C(=O)N 5-(5-(2,6-dimethylmorpholine-4-carbonyl)-1H-pyrrolo[2,3-b]pyridin-1-yl)pyridinecarboxamide